FC(C1=CC(=NN1CC(=O)N1CCN(CC1)C(=O)OCCCC)C(=O)OCC)F butyl 4-(2-(5-(difluoromethyl)-3-(ethoxycarbonyl)-1H-pyrazol-1-yl)acetyl)piperazine-1-carboxylate